[2-(3,3-difluoropyrrolidin-1-yl)-4-nitrophenyl]-(4-methyl-2-phenylpiperazin-1-yl)methanone FC1(CN(CC1)C1=C(C=CC(=C1)[N+](=O)[O-])C(=O)N1C(CN(CC1)C)C1=CC=CC=C1)F